C(CCCCCCCCCCCCCCCCC)(=O)C(NC(C)=O)C(CCCCCCCCCCCCCCCCC)=O distearoyl-acetylmethylamine